dineopentyl 2,3-dicyclohexyl-2-methylsuccinate C1(CCCCC1)C(C(=O)OCC(C)(C)C)(C(C(=O)OCC(C)(C)C)C1CCCCC1)C